3-(7-(1-((6-(2-hydroxypropan-2-yl)pyridin-2-yl)methyl)-1H-1,2,3-Triazol-4-yl)-3H-imidazo[4,5-b]pyridin-5-yl)-2-methoxybenzonitrile OC(C)(C)C1=CC=CC(=N1)CN1N=NC(=C1)C1=C2C(=NC(=C1)C=1C(=C(C#N)C=CC1)OC)NC=N2